ethoxydi(3,5-dimethylphenyl)phosphine C(C)OP(C1=CC(=CC(=C1)C)C)C1=CC(=CC(=C1)C)C